2-(5-methyl-2-hydroxyphenyl)-5-chlorobenzotriazole CC=1C=CC(=C(C1)N1N=C2C(=N1)C=CC(=C2)Cl)O